COCOC DIMETHOXYMETHAN